N-[2-[2-[tert-butyl(dimethyl)silyl]oxyethoxy]-4-fluoro-phenyl]-6-(3-methylbut-1-ynyl)-1H-indazol-5-amine [Si](C)(C)(C(C)(C)C)OCCOC1=C(C=CC(=C1)F)NC=1C=C2C=NNC2=CC1C#CC(C)C